benzyl (R)-2-(((benzyloxy)carbonyl)amino)-3-(6-fluoro-1,2,3,4-tetrahydroquinoline-8-carboxamido)propanoate C(C1=CC=CC=C1)OC(=O)N[C@@H](C(=O)OCC1=CC=CC=C1)CNC(=O)C=1C=C(C=C2CCCNC12)F